2-(6-(6-((cis)-2,6-dimethylmorpholino)pyridin-2-yl)isoquinolin-3-yl)-N-(3-(methylsulfonyl)cyclohexyl)acetamide C[C@@H]1O[C@@H](CN(C1)C1=CC=CC(=N1)C=1C=C2C=C(N=CC2=CC1)CC(=O)NC1CC(CCC1)S(=O)(=O)C)C